C(C)(C)(C)OC(=O)NCCNC(=O)C1=C(C(=C(S1)NC(C(CC)C1=CC=C(C=C1)C(F)(F)F)=O)C(=O)OC)C methyl 5-((2-((tert-butoxycarbonyl)amino)ethyl)carbamoyl)-4-methyl-2-(2-(4-(trifluoromethyl)phenyl)butanamido)thiophene-3-carboxylate